4-chloro-2-((2-methoxy-4-nitrophenyl)carbamoyl)phenyl piperazine-1-carboxylate N1(CCNCC1)C(=O)OC1=C(C=C(C=C1)Cl)C(NC1=C(C=C(C=C1)[N+](=O)[O-])OC)=O